3-{[1,1'-bi(cyclohexyl)-2-ylamino]methyl}-1-({3,4-difluoro-2-[(2-fluoro-4-iodophenyl)amino]phenyl}carbonyl)azetidin-3-ol C1(C(CCCC1)NCC1(CN(C1)C(=O)C1=C(C(=C(C=C1)F)F)NC1=C(C=C(C=C1)I)F)O)C1CCCCC1